2-(3-(1H-tetrazol-5-yl)benzyl)-2-(((2R,3R,4S,5R)-5-(6-amino-2-azido-9H-purin-9-yl)-4-fluoro-3-hydroxytetrahydrofuran-2-yl)methoxy)malonic acid N1N=NN=C1C=1C=C(CC(C(=O)O)(C(=O)O)OC[C@H]2O[C@H]([C@H]([C@@H]2O)F)N2C3=NC(=NC(=C3N=C2)N)N=[N+]=[N-])C=CC1